N-(3-((1-(1-(2-aminoethyl)-5-benzyl-1H-pyrazole-4-carbonyl)-4-hydroxypiperidin-4-yl)methyl)-4-oxo-3,4-dihydroquinazolin-7-yl)-3-(dimethylamino)propanamide hydrochloride Cl.NCCN1N=CC(=C1CC1=CC=CC=C1)C(=O)N1CCC(CC1)(O)CN1C=NC2=CC(=CC=C2C1=O)NC(CCN(C)C)=O